diethyl 3,5-di-tert-butyl-4-hydroxyphenyl phosphate P(=O)(OCC)(OCC)OC1=CC(=C(C(=C1)C(C)(C)C)O)C(C)(C)C